ClC(/C=C/C(=O)OC)=C=O methyl (E)-4-chloro-4-carbonylbut-2-enoate